N-vinylbenzyl-γ-aminopropyltriethoxysilane C(=C)NCCC[Si](OC(C)CC1=CC=CC=C1)(OCC)OCC